5-Isopropyl-3H-[1,3,4]oxadiazol-2-one C(C)(C)C1=NNC(O1)=O